[OH-].C(C=C)[NH+](CCC)CCC allyl-dipropyl-ammonium hydroxide